N-ethyl-6-{4-[1-(oxan-2-yl)pyrazol-4-yl]-1,3-benzothiazol-7-yl}-N-(2,2,6,6-tetramethylpiperidin-4-yl)pyridazin-3-amine C(C)N(C=1N=NC(=CC1)C1=CC=C(C=2N=CSC21)C=2C=NN(C2)C2OCCCC2)C2CC(NC(C2)(C)C)(C)C